2-(2,5,8,11-tetraoxatridecan-13-yl)-3a,4,7,7a-tetrahydro-1H-4,7-methanoisoindole-1,3(2H)-dione COCCOCCOCCOCCN1C(C2C3C=CC(C2C1=O)C3)=O